ClC1=CC2=C(N=CC(N2)=O)C=N1 7-chloropyrido[3,4-b]pyrazin-2(1H)-one